C(C1=CC=CC=C1)(C1=CC=CC=C1)(C1=CC=CC=C1)OC[C@]12CCCN2C[C@@H](C1)OCC1=CC=C(C=C1)C=1C(=CC=CC1)C#N 4'-((((2R,7aS)-7a-((trityloxy)methyl)hexahydro-1H-pyrrolizin-2-yl)oxy)methyl)-[1,1'-biphenyl]-2-carbonitrile